C[C@@H]1N(C2=CC=C(C=C2[C@@H]([C@H]1C)NC1=NC=CC=N1)C(=O)N1CCOCC1)C(C)=O 1-((2S,3R,4R)-2,3-dimethyl-6-(morpholine-4-carbonyl)-4-(pyrimidin-2-ylamino)-3,4-dihydroquinolin-1(2H)-yl)ethanone